C(C)(C)(C)C1=CC=C(S1)C=1SC=CC1 5-(tert-butyl)-2,2'-bithiophene